CC1=CC=C(C=C1)S(=O)(=O)NN=CC1=C(C=CC=C1)C#N Cyanobenzaldehyde p-toluenesulfonylhydrazone